IC=1C(=CC(=C(OC=2C(=NC(=NC2)N)N)C1)C(C)C)OCC1=CC=NC=C1 5-[5-Iodo-2-isopropyl-4-(pyridin-4-ylmethoxy)-phenoxy]-pyrimidine-2,4-diamine